CC1=C(C(=O)OC)C=CC(=C1C)OC(C)=O methyl 2,3-dimethyl-4-acetoxybenzoate